NC1=NC=C(C=N1)S(=O)(=O)N(C)CCOC 2-amino-N-(2-methoxyethyl)-N-methylpyrimidine-5-sulfonamide